COC1=C(CNC=2C3=C(N=CN2)N(C=C3C3=CC=C(C=2N3C=CN2)NC(=O)NC2=CC(=C(C=C2)CN2CCN(CC2)C)C(F)(F)F)C)C=CC(=C1)OC 1-(5-(4-((2,4-dimethoxybenzyl)amino)-7-methyl-7H-pyrrolo[2,3-d]pyrimidin-5-yl)imidazo[1,2-a]pyridin-8-yl)-3-(4-((4-methylpiperazin-1-yl)methyl)-3-(trifluoromethyl)phenyl)urea